FC=1C=C(C=CC1F)NC(=O)NC1=CC(=C(C=C1)F)C(=O)C=1C=C2N=C(C=NC2=CC1)NCCO 1-(3,4-difluorophenyl)-3-(4-fluoro-3-(3-((2-hydroxyethyl)amino)quinoxaline-6-carbonyl)phenyl)urea